C(#C)C=1C(=CC=C2C=C(C=C(C12)C=1C(=C2C(=C(N=C(C2=CN1)N1CC2CCC(C1)N2C(=O)OC(C)(C)C)C)CO)F)OCOC)F tert-butyl 3-[6-[8-ethynyl-7-fluoro-3-(methoxymethoxy)-1-naphthyl]-5-fluoro-4-(hydroxymethyl)-3-methyl-2,7-naphthyridin-1-yl]-3,8-diazabicyclo[3.2.1]octane-8-carboxylate